(R)-N-((2-(4-((1-methylpyrrolidin-2-yl)methoxy)phenyl)thiazol-5-yl)methyl)-11-oxo-10,11-dihydrodibenzo[b,f][1,4]thiazepine-8-carboxamide 5,5-dioxide CN1[C@H](CCC1)COC1=CC=C(C=C1)C=1SC(=CN1)CNC(=O)C1=CC2=C(S(C3=C(C(N2)=O)C=CC=C3)(=O)=O)C=C1